carbenealcohol C(O)O